CN1CC(C1)(C)[C@@](C=1C=C(C=CC1)C1=NC(=NO1)C1CCN(CC1)C(CO)=O)(C1=CC=C(C=C1)C(C)C)O 1-[4-(5-{3-[(S)-(1,3-Dimethyl-azetidin-3-yl)-hydroxy-(4-isopropyl-phenyl)-methyl]-phenyl}-[1,2,4]oxadiazol-3-yl)-piperidin-1-yl]-2-hydroxy-ethanone